C(C)(C)(C)OC(=O)N1CCC(CC1)C1=NC2=C(C=C(C=C2C(N1)=O)C=1C=CC=2N(C1)C=C(N2)C)C.C(=O)(O)C[NH2+]C(CCOC(C(=C)C)=O)CCOC(C(=C)C)=O 1-carboxy-N-methyl-N-bis(2-methacryloyloxy-ethyl)methylammonium tert-butyl-4-[8-methyl-6-(2-methylimidazo[1,2-a]pyridin-6-yl)-4-oxo-3,4-dihydroquinazolin-2-yl]piperidine-1-carboxylate